Cl.ClCC1=CN=CS1.[Cl] chlorine 5-chloromethylthiazole hydrochloride